OCCCCCCC#CC=1C=C2CN(C(C2=CC1)=O)C1C(NC(CC1)=O)=O 3-(5-(8-hydroxyoct-1-yn-1-yl)-1-oxoisoindolin-2-yl)piperidine-2,6-dione